BrC1=CC(=C(C(=O)O)C=C1)O para-bromo-o-hydroxybenzoic acid